calcium hemihydrate O.[Ca].[Ca]